FC1=C(C=C(C=C1)F)[C@@H]1N(C[C@H](C1)F)C=1N=C2C(=CC=NC2=CC1)NS(=O)(=O)N1CC(CC1)O N-(6-((2R,4S)-2-(2,5-difluorophenyl)-4-fluoropyrrolidin-1-yl)-1,5-naphthyridin-4-yl)-3-hydroxypyrrolidine-1-sulfonamide